N-((1S,3R)-3-((3',6-difluoro-2'-hydroxy-[1,1'-biphenyl]-3-yl)methyl)-3-(2-(hydroxymethyl)pyrimidin-4-yl)cyclopentyl)methanesulfonamide FC=1C(=C(C=CC1)C1=CC(=CC=C1F)C[C@]1(C[C@H](CC1)NS(=O)(=O)C)C1=NC(=NC=C1)CO)O